NC1=C(N=C2N1C=CC=C2Br)C(=O)N2CC(C2)C (3-amino-8-bromoimidazo[1,2-a]pyridin-2-yl)(3-methylazetidin-1-yl)methanone